C(C1=CC=CC=C1)OC=1C=C(C=CC1)C=1CCN(CC1)C(=O)OC(C)(C)C tert-butyl 4-(3-(benzyloxy) phenyl)-3,6-dihydropyridine-1(2H)-carboxylate